ClC1=C(C=C(C(=C1)S(=O)(=NC1=CC(=C(C(=C1)F)F)F)CC)C)N=CN(C)CC N'-(2-chloro-5-methyl-4-(N-(3,4,5-trifluorophenyl)ethylsulfonimidoyl)phenyl)-N-ethyl-N-methylformimidamide